NC=1C=CC(=C(C1)CO)N1CCN(CC1)C (5-amino-2-(4-methylpiperazin-1-yl)phenyl)methanol